ClC1=CC=C(C=C1)N=C(C)CC(C)=NC1=CC=C(C=C1)Cl 2,4-bis(4-chlorophenylimino)pentane